COC=1C=C(C=CC1OC)C1=CC=NC=2N1N=C(C2)C(=O)NC2=CC=C(C=C2)OCCN2CCOCC2 7-(3,4-dimethoxyphenyl)-N-(4-(2-morpholinoethoxy)phenyl)pyrazolo[1,5-a]pyrimidine-2-carboxamide